FC(C=1C=C(C=CC1)[C@@H](C)N1C(N=CC2=C1C=NC(=C2)OCC)C)F N-{(1R)-1-[3-(difluoromethyl)phenyl]ethyl}-6-ethoxy-2-methylpyrido[3,4-d]pyrimidin